tert-butyl (3-(4-((4-((5-cyclopropyl-1H-pyrazol-3-yl)amino)quinazolin-2-yl)amino)benzamido)propyl)carbamate C1(CC1)C1=CC(=NN1)NC1=NC(=NC2=CC=CC=C12)NC1=CC=C(C(=O)NCCCNC(OC(C)(C)C)=O)C=C1